FC(C)(F)C=1C=CC(=NC1)C1C(CN(CC1)C(=O)OC(C)(C)C)C tert-Butyl 4-[5-(1,1-difluoroethyl)-2-pyridyl]-3-methyl-piperidine-1-carboxylate